Cl.FC(C1CNCCC1)(F)F 3-(trifluoromethyl)piperidine hydrochloride